N-(3-methyl-4-((5-(4-morpholinophenyl)-1H-pyrazol-3-yl)amino)phenyl)acetamide CC=1C=C(C=CC1NC1=NNC(=C1)C1=CC=C(C=C1)N1CCOCC1)NC(C)=O